CC=1C(=C(C=CC1)C)C trimethyl-benzene